bicyclo[3.2.1]octane-8-carboxylate C12CCCC(CC1)C2C(=O)[O-]